tin sulfur lithium [Li].[S].[Sn]